FC(C(=O)O)(F)F.CC1=C(C(=O)O)C=CC=C1.FC1=CC(=CC2=CN(N=C12)C)C=1C=C(C(=NC1)C1=CN=C(N=N1)N1C[C@@H](NCC1)C(C)C)O 5-(7-Fluoro-2-Methyl-2H-Indazol-5-yl)-2-{3-[(3S)-3-(Propan-2-yl)Piperazin-1-yl]-1,2,4-Triazin-6-yl}Pyridin-3-ol methyl-benzoate 2,2,2-trifluoroacetate